8-Benzyl-12-methyl-4-oxa-8,12-diazadispiro[2.1.5.3]tridecan-13-on C(C1=CC=CC=C1)N1CCC2(OC3(CC3)C(N(C2)C)=O)CC1